CC1=C(C=C(C=C1)C1=CC=C(C=C1)CN1CCN(CC1)C)NC(=S)N 1-(4-Methyl-4'-((4-methylpiperazin-1-yl)methyl)-[1,1'-biphenyl]-3-yl)thiourea